nickel-manganese-iron-sodium [Na].[Fe].[Mn].[Ni]